CNC1COC2=C1C=NC(=C2)C(F)(F)F N-methyl-6-(trifluoro-methyl)-2,3-dihydro-furo[3,2-c]pyridin-3-amine